BrC1=C(SC2=C1N=CN=C2NC(C)C2=CC(=CC=C2)COCCCN(C)C(=O)OC(C)(C)C)C(=O)O 7-bromo-4-((1-(3-((3-((tert-butoxycarbonyl)(methyl)amino)propoxy)methyl)phenyl)ethyl)amino)thieno[3,2-d]pyrimidine-6-carboxylic acid